NC1=C(C=C(C=N1)C1=NN2C(=C1)[C@@]1(CN(CC1)C(=O)NCC=1C=NN(C1)C)OCC2)C(F)(F)F (3'R)-2-[6-amino-5-(trifluoromethyl)pyridin-3-yl]-N-[(1-methyl-1H-pyrazol-4-yl)methyl]-6,7-dihydrospiro[pyrazolo[5,1-c][1,4]oxazine-4,3'-pyrrolidine]-1'-carboxamide